2-cyclohexanedilactic acid C1(C(CCCC1)CC(C(=O)O)O)CC(C(=O)O)O